OC=1C(=NC=CC1OC)C(=O)N[C@H](C(=O)O[C@H]([C@@H](C(C)C)C1=C(C=C(C=C1)C)C)C)C [(1S,2S)-2-(2,4-dimethylphenyl)-1,3-dimethyl-butyl] (2S)-2-[(3-hydroxy-4-methoxy-pyridine-2-carbonyl)amino]propanoate